2,4-diethoxy-2,4-dimethylpentan-3-one C(C)OC(C)(C(C(C)(C)OCC)=O)C